NC1=C(C=C(C=C1)F)CC(CC(=O)OC)NC(=O)OC(C)(C)C methyl 4-(2-amino-5-fluorophenyl)-3-[(tert-butoxycarbonyl)amino]butanoate